The molecule is a 7-methyl guanosine (m7G) linked via an inverted 5'-5' triphosphate bridge to an guanosine ribonucleotide; major species at pH 7.3. CN1C=[N+](C2=C1C(=O)NC(=N2)N)[C@H]3[C@@H]([C@@H]([C@H](O3)COP(=O)([O-])OP(=O)([O-])OP(=O)([O-])OC[C@@H]4[C@H]([C@H]([C@@H](O4)N5C=NC6=C5N=C(NC6=O)N)O)O)O)O